CNC(=O)C1COC1 N-methyl-oxetan-3-carboxamide